BrC1=C2N=C3C=CC=C(C3=NC2=CC=C1)[C@@H](C)O (R)-1-(6-Bromophenazin-1-yl)ethan-1-ol